COC(CCCCC(OC)=N)=N adipimidic acid dimethyl ester